3-(3,7-dibromo-10H-benzo[b]pyrido[2,3-e][1,4]oxazin-10-yl)propan-1-ol BrC1=CC2=C(N(C3=C(O2)C=C(C=C3)Br)CCCO)N=C1